NC1=NC=CC2=C1C(=NN2C(C)C=2C(=C(C(=C(C2)Cl)Cl)C2CN(C2)C(=O)OC(C)(C)C)OC)C tert-Butyl 3-{3-[1-(4-amino-3-methyl-1H-pyrazolo[4,3-c]pyridin-1-yl)ethyl]-5,6-dichloro-2-methoxyphenyl}azetidine-1-carboxylate